ClC=1C=C(C=C(C1OC=1C=C2CCN(C(C2=CC1)=O)CC1=CC=NC=C1)Cl)N1N=CC(NC1=O)=O 2-(3,5-dichloro-4-((2-(pyridin-4-ylmethyl)-1-oxo-1,2,3,4-tetrahydroisoquinolin-6-yl)oxy)phenyl)-1,2,4-triazine-3,5(2H,4H)-dione